(S)-N-(azetidin-2-ylmethyl)-4-(5-methyl-7H-pyrrolo[2,3-d]pyrimidin-4-yl)-3,4-dihydro-2H-1,4-thiazine-6-carboxamide N1[C@@H](CC1)CNC(=O)C1=CN(CCS1)C=1C2=C(N=CN1)NC=C2C